C(C)OC1=C2CCN(C2=CC=C1)C(=O)[C@H]1N(CCC1)C(=O)OC(C)(C)C tert-butyl (S)-2-(4-ethoxyindoline-1-carbonyl)pyrrolidine-1-carboxylate